C[C@H](C#C)N(C(OCC1=CC=CC=C1)=O)S(=O)(=O)C1=C(C=CC=C1)[N+](=O)[O-] Benzyl (R)-but-3-yn-2-yl((2-nitrophenyl)sulfonyl)carbamate